2-fluoro-5-methyl-4-((3-methyl-3H-imidazo[4,5-b]pyridin-6-yl)oxy)aniline FC1=C(N)C=C(C(=C1)OC=1C=C2C(=NC1)N(C=N2)C)C